gallium sulfate octadecanoate C(CCCCCCCCCCCCCCCCC)(=O)[O-].S(=O)(=O)([O-])[O-].[Ga+3]